N-methyl-2,5-dimethoxybenzylamine CNCC1=C(C=CC(=C1)OC)OC